OCC(C(O)CO)NCCCS(=O)(=O)O 3-{[1,3-dihydroxy(hydroxymethyl)propan-2-yl]amino}propane-1-sulfonic acid